Cl.Cl.N1=CC=C(C=C1)N1CCNCCC1 1-(pyridin-4-yl)-1,4-diazepan dihydrochloride